ClC1=CC=C2C(=CNC2=C1C)\C=C\1/NC(N(C1=O)C(C=O)C1=CC(=C(C=C1)F)F)=O 2-[(4Z)-4-[(6-chloro-7-methyl-1H-indol-3-yl)methylene]-2,5-dioxoimidazolidin-1-yl]-2-(3,4-difluorophenyl)acetaldehyde